C(C)(C)(C)C1=NN2C(N(C3=C(C2=O)CN(C3=O)C3COC3)CC(=O)OCC)=C1 ethyl [2-tert-butyl-6-(oxetan-3-yl)-5,8-dioxo-5,6,7,8-tetrahydro-4H-pyrazolo[1,5-a]pyrrolo[3,4-d]pyrimidin-4-yl]acetate